NC1=C2C(=NC=N1)N(N=C2C)C(C)C=2C(=C(C(=C(C2)Cl)C)C2CN(C2)[C@@H](CO)C)OC (2R)-2-(3-{3-[1-(4-Amino-3-methyl-1H-pyrazolo[3,4-d]pyrimidin-1-yl)ethyl]-5-chloro-2-methoxy-6-methylphenyl}azetidin-1-yl)propan-1-ol